CC1=C(OC2=C(C=C(C=C2C1=O)C)[C@@H](C)NC=1C(=NC(=CC1)C)C(=O)NS(=O)(=O)C)C1=CC=CC=C1 3-[[(1R)-1-(3,6-Dimethyl-4-oxo-2-phenyl-chromen-8-yl)ethyl]amino]-6-methyl-N-methylsulfonyl-pyridine-2-carboxamide